C1(CC1)S(=O)(=O)N1N=CC(=C1)C1=NC=CC(=N1)NC1=NC=C(C(=C1)NC1CCC(CC1)NCC(F)F)C=1N=C(SC1)C(F)(F)F N2-(2-(1-(Cyclopropylsulfonyl)-1H-pyrazol-4-yl)pyrimidin-4-yl)-N4-((1s,4s)-4-((2,2-difluoroethyl)amino)cyclohexyl)-5-(2-(trifluoromethyl)thiazol-4-yl)pyridine-2,4-diamine